BrC1=CC=C(C=C1)C1=NN(C(=C1I)C(=O)OCC)C1CC(CCC1)O Ethyl 3-(4-bromophenyl)-1-(3-hydroxycyclohexanyl)-4-iodo-1H-pyrazole-5-carboxylate